4-chloropyridine nitrogen [N].ClC1=CC=NC=C1